butyl 1-(3-(tert-butoxy)azetidine-1-carboxamido)-7-(2-((1-methyl-1H-pyrazol-4-yl)amino)pyrimidin-4-yl)-4,5-dihydro-1H-benzo[d]azepine-3(2H)-carboxylate C(C)(C)(C)OC1CN(C1)C(=O)NC1CN(CCC2=C1C=CC(=C2)C2=NC(=NC=C2)NC=2C=NN(C2)C)C(=O)OCCCC